(1aR,5aR)-2-(2,4-Difluoro-phenyl)-1a,2,5,5a-tetrahydro-1H-2,3-diaza-cyclopropa[a]pentalene-4-carboxylic acid (6-chloro-pyridin-3-yl)-amide ClC1=CC=C(C=N1)NC(=O)C=1C=2C[C@@H]3[C@H](C2N(N1)C1=C(C=C(C=C1)F)F)C3